NCC1=CC(=C(C(=C1)C)NC(=O)C1=CC2=C(O[C@H](CC3=C2SC=C3)C)C=C1C=1C(=NC(=CC1)C(NCCC)=O)C(=O)OC)C methyl (S)-3-(9-((4-(aminomethyl)-2,6-dimethylphenyl)carbamoyl)-5-methyl-4,5-dihydrobenzo[b]thieno[2,3-d]oxepin-8-yl)-6-(propylcarbamoyl)picolinate